1-[2-[[1-[2-[2-fluoro-4-[3-[1-[5-(methoxymethyl)pyrimidin-2-yl]-4-piperidyl]propoxy]phenyl]acetyl]azetidin-3-yl]methylamino]ethyl]-3-(2-hydroxy-1,1-bis(hydroxymethyl)ethyl)urea FC1=C(C=CC(=C1)OCCCC1CCN(CC1)C1=NC=C(C=N1)COC)CC(=O)N1CC(C1)CNCCNC(=O)NC(CO)(CO)CO